4-(but-3-yn-1-ylamino)-7-chloro-1-(2-chlorophenyl)quinazolin-2(1H)-one C(CC#C)NC1=NC(N(C2=CC(=CC=C12)Cl)C1=C(C=CC=C1)Cl)=O